N-(4-fluoro-3-((2-((1-methyl-1H-pyrazol-4-yl)amino)-5-(phenyl-4-d)pyrimidin-4-yl)amino)phenyl)acrylamide FC1=C(C=C(C=C1)NC(C=C)=O)NC1=NC(=NC=C1C1=CC=C(C=C1)[2H])NC=1C=NN(C1)C